(S)-N-(9-(3-hydroxy-3-methylbut-1-yn-1-yl)-5-methyl-4-oxo-2,3,4,5-tetrahydropyrido[3,2-b][1,4]oxazepin-3-yl)-4-phenoxypyridineamide OC(C#CC1=CC=NC2=C1OC[C@@H](C(N2C)=O)NC(=O)C2=NC=CC(=C2)OC2=CC=CC=C2)(C)C